CN(C)CCC=C(C(=O)N)C 3-dimethylaminoethylmethacrylamide